ClC#CC1C(NOC2=C1C=CC=C2)=O 4-chloroethynyl-benzoxazinone